C1(CC1)CCN1C(C(=C(C2=CC(=CC=C12)F)O)C(=O)NCC(=O)O)=O N-[[1-(2-cyclopropylethyl)-6-fluoro-4-hydroxy-2-oxo-1,2-dihydro-3-quinolinyl]carbonyl]glycine